O=C(CCOCCOCCC(=O)O)N[C@@H](C(C)(C)C)C(=O)N1[C@@H](C[C@H](C1)O)C(N[C@@H](C)C1=CC=C(C=C1)C1=C(N=CS1)C)=O 3-[2-[3-oxo-3-[[(1S)-2,2-dimethyl-1-[(2S,4R)-4-hydroxy-2-[[(1S)-1-[4-(4-methylthiazol-5-yl)phenyl]ethyl]carbamoyl]pyrrolidine-1-carbonyl]propyl]amino]propoxy]ethoxy]propanoic acid